1-(azetidin-3-yl)-N-(3-chloro-5-(methylsulfonyl)phenyl)-5-(5-fluoropyrimidin-2-yl)-1H-pyrrole-3-carboxamide N1CC(C1)N1C=C(C=C1C1=NC=C(C=N1)F)C(=O)NC1=CC(=CC(=C1)S(=O)(=O)C)Cl